CC(CCO)CCCC(C)C 3,7-dimethyloctane-1-ol